OCC(C)(C)N1N=C(C=C1)S(=O)(=O)N(CC1=CC=C(C=C1)OC)CC1=CC=C(C=C1)OC 1-(1-hydroxy-2-methylpropan-2-yl)-N,N-bis(4-methoxybenzyl)-1H-pyrazole-3-sulfonamide